2-(3-(o-tolyloxy)phenyl)-1,3-dioxolane C1(=C(C=CC=C1)OC=1C=C(C=CC1)C1OCCO1)C